F[P-](F)(F)(F)(F)F.C(C)[O+](CC)CC triethyl-oxonium hexafluorophosphate